P(O)OPO.OCC(CO)(CO)CO pentaerythritol diphosphonite